C(CCCCCCCC)C1OCC(CO1)(CO)CO 2-nonyl-1,3-dioxane-5,5-dimethanol